(E)- or (Z)-4-((4-methoxybenzyloxy)imino)-1,3-dimethyl-9-oxo-4,9-dihydro-1H-Naphtho[2,3-d]imidazolium COC1=CC=C(CON=C2C3=CC=CC=C3C(C=3[NH+](CN(C32)C)C)=O)C=C1